(R)-2-(2-chloro-6-cyanophenyl)-5-((4-(3-fluoropyrrolidine-1-carbonyl)phenyl)amino)-2H-1,2,3-triazole-4-carboxamide ClC1=C(C(=CC=C1)C#N)N1N=C(C(=N1)C(=O)N)NC1=CC=C(C=C1)C(=O)N1C[C@@H](CC1)F